7-azabenzotriazol-1-yloxy-tris(1-pyrrolidinyl)phosphonium hexafluorophosphate F[P-](F)(F)(F)(F)F.N1(N=NC2=C1N=CC=C2)O[P+](N2CCCC2)(N2CCCC2)N2CCCC2